NCC(C(=O)O)(F)F 3-amino-2,2-difluoropropionic acid